CC1=CC=C(C=C1)S(=O)(=O)[O-].C1=CC=[NH+]C=C1 pyridinium p-Toluenesulfonate